6-(4-(2-(2,6-dioxopiperidin-3-yl)benzyl)piperazin-1-yl)-2-(4-phenoxyphenyl)nicotinamide O=C1NC(CCC1C1=C(CN2CCN(CC2)C2=NC(=C(C(=O)N)C=C2)C2=CC=C(C=C2)OC2=CC=CC=C2)C=CC=C1)=O